2-(6-isopropenyl-3-methylcyclohex-3-enyl)-5-pentylbenzene-1,3-diol C(=C)(C)C1CC=C(CC1C1=C(C=C(C=C1O)CCCCC)O)C